C(C1=CC=CC=C1)N1[C@]([C@H](CC1=O)C(=O)OCC)(C)C=1C=C2C=NN(C2=CC1)C1=CC=C(C=C1)F ethyl (2S,3S)-1-benzyl-2-(1-(4-fluorophenyl)-1H-indazol-5-yl)-2-methyl-5-oxopyrrolidine-3-carboxylate